FC(CN1CC2(OCC3=CC=C(C=C23)N)C1)(F)F 1-(2,2,2-trifluoroethyl)-3'H-spiro[azetidine-3,1'-isobenzofuran]-6'-amine